4-[5-(2,2-difluoro-1,3-benzodioxol-5-yl)-2-((difluoromethoxy)methyl)-1-piperidinyl]-N-[(1R)-1-(4-(ethylsulfonyl)phenyl)-2-hydroxy-ethyl]benzamide FC1(OC2=C(O1)C=CC(=C2)C2CCC(N(C2)C2=CC=C(C(=O)N[C@@H](CO)C1=CC=C(C=C1)S(=O)(=O)CC)C=C2)COC(F)F)F